tert-Butyl (4E)-3,3-dimethyl-4-[3-(6-methylpyridin-2-yl)prop-2-yn-1-ylidene]piperidine-1-carboxylate CC/1(CN(CC\C1=C/C#CC1=NC(=CC=C1)C)C(=O)OC(C)(C)C)C